nickel-manganese sulfate S(=O)(=O)([O-])[O-].[Mn+2].[Ni+2].S(=O)(=O)([O-])[O-]